(7-methoxy-2,3,4,5-tetrahydrobenzo[b]oxepin-4-yl)methanone COC1=CC2=C(OCCC(C2)C=O)C=C1